3-ethyl-7-((4-(5-methyl-3-(methylamino)imidazo[1,5-a]pyridin-6-yl)piperazin-1-yl)methyl)-4-thioxo-3,4-dihydroquinazolin-2(1H)-one C(C)N1C(NC2=CC(=CC=C2C1=S)CN1CCN(CC1)C=1C=CC=2N(C1C)C(=NC2)NC)=O